3-(2-morpholino-2-oxoethyl)-1H-indole-1-carboxylic acid tert-butyl ester C(C)(C)(C)OC(=O)N1C=C(C2=CC=CC=C12)CC(=O)N1CCOCC1